1,3-Bis(4-aminophenoxy)benzene (1,3-Bis(4-aminophenoxy) benzoate) NC1=CC=C(OC2(C(=O)O)CC(=CC=C2)OC2=CC=C(C=C2)N)C=C1.NC1=CC=C(OC2=CC(=CC=C2)OC2=CC=C(C=C2)N)C=C1